N1[C@H](CC2=CC=CC=C12)C(=O)O (R)-indoline-2-formic acid